C(C(=O)O)(=O)O.O=C1C2CNC(C1)CC2.O=C2C1CNC(C2)CC1 2-oxo-5-azabicyclo[2.2.2]octane hemioxalate